3-methyl-4-(4-methyl-3-((1-(1-methyl-2-oxo-1,2-dihydrobenzo[cd]indol-6-yl)cyclopropyl)carbamoyl)phenyl)piperazine-1-carboxylic acid tert-butyl ester C(C)(C)(C)OC(=O)N1CC(N(CC1)C1=CC(=C(C=C1)C)C(NC1(CC1)C=1C=2C3=C(C(N(C3=CC1)C)=O)C=CC2)=O)C